The molecule is a phosphatidylcholine 32:1 in which the acyl groups specified at positions 1 and 2 are oleoyl and myristoyl respectively. It is a phosphatidylcholine 32:1 and a tetradecanoate ester. It derives from an oleic acid. CCCCCCCCCCCCCC(=O)O[C@H](COC(=O)CCCCCCC/C=C\\CCCCCCCC)COP(=O)([O-])OCC[N+](C)(C)C